bromomethyl-3-(bromodifluoromethyl)-5-bromobenzoate BrCOC(C1=CC(=CC(=C1)Br)C(F)(F)Br)=O